C(C=C)C1CCC=2C(=C(C=C(C2C1=O)NC(C)=O)F)C N-(7-Allyl-3-fluoro-4-methyl-8-oxo-5,6,7,8-tetrahydronaphthalen-1-yl)acetamide